6-(3-amino-6-bromo-5-fluoropyrazin-2-yl)isoquinolin NC=1C(=NC(=C(N1)F)Br)C=1C=C2C=CN=CC2=CC1